C(OC1=CC=C(C=C1)[N+](=O)[O-])(O[C@H]1C[C@H](CC1)C1=CC(=NN1)NC=1C=C2CNC(C2=CC1)=O)=O 4-nitrophenyl ((1R,3S)-3-(3-((1-oxoisoindolin-5-yl)amino)-1H-pyrazol-5-yl)cyclopentyl) carbonate